5-((benzyloxy)methyl)tetrahydrofuran-2-carbonitrile C(C1=CC=CC=C1)OCC1CCC(O1)C#N